ethyl 2-(7-oxo-2-vinyl-spiro[5H-thieno[2,3-c]pyridine-4,1'-cyclopropane]-6-yl)acetate O=C1N(CC2(CC2)C2=C1SC(=C2)C=C)CC(=O)OCC